CC=1C(=CC(=NC1C1=NN(C=C1)C)C(=O)NC[C@@H]1OCCC1)CC1=CC=C(C=C1)C1=NN(C=C1)C (R)-5-methyl-6-(1-methyl-1H-pyrazol-3-yl)-4-(4-(1-methyl-1H-pyrazol-3-yl)benzyl)-N-((tetrahydrofuran-2-yl)methyl)picolinamide